(2S,3R,4R)-4-amino-2-cyclopropyl-3-methyl-6-(1-methyl-1H-pyrazol-4-yl)-3,4-dihydroquinolin N[C@@H]1[C@H](C(=NC2=CC=C(C=C12)C=1C=NN(C1)C)C1CC1)C